CCCC(C(CCC)C(=O)O)C(=O)O 4,5-octanedicarboxylic acid